2-(4-bromophenyl)-6-(4-chlorophenyl)-4-dibenzofuranyl-pyridine BrC1=CC=C(C=C1)C1=NC(=CC(=C1)C1=CC=CC=2OC3=C(C21)C=CC=C3)C3=CC=C(C=C3)Cl